N-[(1R)-2-[(3-aminocyclobutyl)amino]-1-methyl-2-oxo-ethyl]-4-[[3-[1-(cyanomethyl)-3-(trifluoromethyl)pyrazol-4-yl]imidazo[1,2-a]pyrazin-8-yl]amino]-2-methyl-benzamide NC1CC(C1)NC([C@@H](C)NC(C1=C(C=C(C=C1)NC=1C=2N(C=CN1)C(=CN2)C=2C(=NN(C2)CC#N)C(F)(F)F)C)=O)=O